2-(2,6-dioxopiperidin-3-yl)-4-fluoro-5-(((1-(4-((1R,2S)-6-hydroxy-2-phenyl-1,2,3,4-tetrahydronaphthalen-1-yl)phenyl)piperidin-4-yl)(methyl)amino)methyl)isoindoline-1,3-dione O=C1NC(CCC1N1C(C2=CC=C(C(=C2C1=O)F)CN(C)C1CCN(CC1)C1=CC=C(C=C1)[C@H]1[C@H](CCC2=CC(=CC=C12)O)C1=CC=CC=C1)=O)=O